1-(1-((3-(Benzofuran-3-yl)phenyl)sulfonyl)-5-(2-fluorophenyl)-1H-pyrrol-3-yl)-N-methyl-methylamine O1C=C(C2=C1C=CC=C2)C=2C=C(C=CC2)S(=O)(=O)N2C=C(C=C2C2=C(C=CC=C2)F)CNC